C(CCCCC)(=O)ONC(=O)OCOC(C(C)(C)C)=O ((((pivaloyloxy) methoxy) carbonyl) amino) hexanoate